Silver(I) acetate C(C)(=O)[O-].[Ag+]